trans-tert-butyl 2-(2-bromo-6-chloropyridin-4-yl)-3-(methoxymethyl)morpholine-4-carboxylate BrC1=NC(=CC(=C1)[C@H]1[C@@H](N(CCO1)C(=O)OC(C)(C)C)COC)Cl